5-(4-cyclohexylphenyl)-2-(dimethylcarbamoyl)-7-oxo-4,7-dihydropyrazolo[1,5-a]pyrimidine-3-carboxylic acid C1(CCCCC1)C1=CC=C(C=C1)C=1NC=2N(C(C1)=O)N=C(C2C(=O)O)C(N(C)C)=O